N1C=C(C=2C1=NC=CC2)CCN2[C@@H](CCC2)C(=O)OC methyl (2-(1H-pyrrolo[2,3-b]pyridin-3-yl)ethyl)-L-prolinate